F[C@H]1[C@H](C1)C(=O)NC=1N=C2N(N=C(C=C2)C=2C=CC(=C(C2)NC(=O)N2OCC[C@H]2C2=CC=CC=C2)C)C1 (S)-N-(5-(2-((1R,2R)-2-fluorocyclopropane-1-carboxamido)imidazo[1,2-b]pyridazin-6-yl)-2-methylphenyl)-3-phenylisoxazolidine-2-carboxamide